2,3-dibromodibenzofuran BrC1=CC2=C(OC3=C2C=CC=C3)C=C1Br